2-(2-(3-Fluoropiperidin-1-yl)-6-methylpyrimidin-4-yl)-5-(4-iodo-2-(6-azaspiro[2.5]octan-6-yl)phenyl)-1,3,4-oxadiazole FC1CN(CCC1)C1=NC(=CC(=N1)C=1OC(=NN1)C1=C(C=C(C=C1)I)N1CCC2(CC2)CC1)C